ClC=1C(=NC=CC1)C(=O)NC1(CCN(CC1)C1=NC=C(C=C1)C=1C=2N(C=C(C1)O)N=CC2C#N)C 3-chloro-N-(1-(5-(3-Cyano-6-hydroxypyrazolo[1,5-a]pyridin-4-yl)pyridin-2-yl)-4-methylpiperidin-4-yl)Picolinamide